C(CCCCCC(C)C)C=1C(=C(C(C(=O)O)=CC1)C(=O)O)CC1=CC=CC=C1.C(C=1C(C(=O)OCC2=CC=CC=C2)=CC=CC1)(=O)OCCCCCCC(C)C isononyl benzyl phthalate (isononyl benzyl phthalate)